((4aR,8aS)-6-((2-Ethyl-2H-1,2,3-triazol-4-yl)sulfonyl)-1-(4-fluorophenyl)-4,4a,5,6,7,8,8a,9-octahydro-1H-pyrazolo[3,4-g]isochinolin-4a-yl)(4-(trifluoromethyl)pyridin-2-yl)methanon C(C)N1N=CC(=N1)S(=O)(=O)N1C[C@]2(CC3=C(C[C@@H]2CC1)N(N=C3)C3=CC=C(C=C3)F)C(=O)C3=NC=CC(=C3)C(F)(F)F